ClC1=C2C(=NC=C1)C(=CS2)C#N 7-chlorothieno[3,2-b]pyridine-3-carbonitrile